C(CCC)C(COC(CCCCCCCN(CCCCCCCC(=O)OCC(CCCCCC)CCCC)C1=CC=NC=C1)=O)CCCCCC bis(2-butyloctyl)8,8'-(pyridin-4-ylazanediyl)dioctanoate